sodium ((R)-1-((R)-1,1-dimethylethylsulfinamido)-8-azaspiro[4.5]decan-8-yl)imidazo[1,2-c]pyrimidin-8-thiolate CC(C)(C)[S@@](=O)N[C@@H]1CCCC12CCN(CC2)C=2N=C1N(C=NC=C1[S-])C2.[Na+]